C(C)(C)(C)OC(N[C@H]1CS(C2=C(NC1=O)C=C(C=C2)C(NNC(=O)C2(OCC2)C)=O)(=O)=O)=O.C(C2=CC=CC=C2)OC=2C(=NC=CC2)OCC2=CC=CC=C2 Bisbenzyloxypyridine tert-butyl-N-[(3R)-7-[[(2-methyloxetane-2-carbonyl)amino]carbamoyl]-1,1,4-trioxo-3,5-dihydro-2H-1lambda6,5-benzothiazepin-3-yl]carbamate